2,7-dimethyl-5-{6-[(3R)-3-(methylamino)pyrrolidin-1-yl]pyrido[2,3-d]pyrimidin-2-yl}indazol-6-ol hydrochloride Cl.CN1N=C2C(=C(C(=CC2=C1)C=1N=CC2=C(N1)N=CC(=C2)N2C[C@@H](CC2)NC)O)C